C(C)(C)(C)S(=O)(=O)N1CC(CC1C1=C(C=CC=C1)C1CC1)O 1-(tert-butylsulfonyl)-5-(2-cyclopropylphenyl)pyrrolidin-3-ol